(1R,2R)-4-((1-(2-hydroxy-4-(trifluoromethyl)phenyl)pyrido[3,4-d]pyridazin-4-yl)amino)cyclopentane-1,2-diol OC1=C(C=CC(=C1)C(F)(F)F)C1=C2C(=C(N=N1)NC1C[C@H]([C@@H](C1)O)O)C=NC=C2